(S)-5-(3,5-difluorophenyl)-2-phenyl-5,6-dihydrothiazolo[2,3-c][1,2,4]triazol-3(2H)-one FC=1C=C(C=C(C1)F)[C@H]1CSC2=NN(C(N21)=O)C2=CC=CC=C2